CN(C=1C=CC(=C(C1)N1/C(/SCC1=O)=N/C(=O)NC1=CC=C(C=C1)C1=NN(C=N1)C1=CC(=CC=C1)C(F)(F)F)C(C)C)C (Z)-1-(3-(5-(dimethylamino)-2-isopropylphenyl)-4-oxothiazolidin-2-ylidene)-3-(4-(1-(3-(trifluoromethyl)phenyl)-1H-1,2,4-triazol-3-yl)phenyl)urea